2-(3-((Z)-((1R,2R,5R)-6,6-difluoro-2-methoxy-8-azabicyclo[3.2.1]octan-3-ylidene)methyl)-1,2,4-triazin-6-yl)-5-(1H-imidazol-1-yl)phenol FC1([C@H]2C/C(/[C@H]([C@@H](C1)N2)OC)=C/C=2N=NC(=CN2)C2=C(C=C(C=C2)N2C=NC=C2)O)F